(2S,4r)-1-[(2S)-2-(4-cyclopropyl-triazol-1-yl)-3,3-dimethyl-butyryl]-N-(1,1-dioxothian-4-yl)-4-hydroxy-pyrrolidine-2-carboxamide C1(CC1)C=1N=NN(C1)[C@H](C(=O)N1[C@@H](C[C@H](C1)O)C(=O)NC1CCS(CC1)(=O)=O)C(C)(C)C